NC1C[C@H]2CCC[C@@H](C1)N2C(C(F)(F)C=2C=C(C(=O)NC1=CC(=C(C=C1)F)C)C=CC2F)=O 3-(2-((1R,3s,5S)-3-amino-9-azabicyclo[3.3.1]nonan-9-yl)-1,1-difluoro-2-oxoethyl)-4-fluoro-N-(4-fluoro-3-methylphenyl)benzamide